C(C)(C)(C)OC(=O)N[C@@H](CC(=O)OCC1=CC=CC=C1)C(=O)N[C@H](C(=O)NCC1=C(C(=CC=C1)OC)OC)COC benzyl (S)-3-((tert-butoxycarbonyl)amino)-4-(((S)-1-((2,3-dimethoxybenzyl)amino)-3-methoxy-1-oxopropan-2-yl)amino)-4-oxobutanoate